2-(6-(cyclopropanesulfonamido)pyridin-2-yl)-N-(4-(5-ethoxypyridin-3-yl)phenyl)-2-methylpropanamide C1(CC1)S(=O)(=O)NC1=CC=CC(=N1)C(C(=O)NC1=CC=C(C=C1)C=1C=NC=C(C1)OCC)(C)C